N,N-dimethylanilinium tetrakis(penta-fluorophenyl)borate FC1=C(C(=C(C(=C1[B-](C1=C(C(=C(C(=C1F)F)F)F)F)(C1=C(C(=C(C(=C1F)F)F)F)F)C1=C(C(=C(C(=C1F)F)F)F)F)F)F)F)F.C[NH+](C1=CC=CC=C1)C